(S)-4-(6-(2-hydroxy-4-(trifluoromethyl)phenyl)-5-methyl-1,2,4-triazin-3-yl)-6-methylpiperazin-2-one OC1=C(C=CC(=C1)C(F)(F)F)C1=C(N=C(N=N1)N1CC(N[C@H](C1)C)=O)C